3-(2-(4-methoxyphenoxy)ethyl)urea COC1=CC=C(OCCNC(N)=O)C=C1